Cl.COC([C@H](CN)O)=O (2S)-3-amino-2-hydroxy-propionic acid methyl ester hydrochloride